C(C)N([C@@H](CCCCNC(OCC1=CC=CC=C1)=O)C(=O)O)C(N[C@@H](CCC(=O)O)C(=O)O)=O (9S,13S)-10-Ethyl-3,11-dioxo-1-phenyl-2-oxa-4,10,12-triazapentadecane-9,13,15-tricarboxylic Acid